ClC=1C=CC(=C2C=CN(C(C12)=O)C)OC1CC2(CN(C2)CCNC2=C(C=C3C=NNC3=C2)F)C1 8-chloro-5-((2-(2-((5-fluoro-1H-indazol-6-yl)amino)ethyl)-2-azaspiro[3.3]heptan-6-yl)oxy)-2-methylisoquinolin-1(2H)-one